C(C)(C)C1=NOC(=N1)C1CCN(CC1)C1=CC=C2C(=N1)SC(=N2)C2=CC=C(C=C2)S(=O)(=O)C 3-isopropyl-5-(1-(2-(4-(methylsulfonyl)phenyl)thiazolo[5,4-b]pyridin-5-yl)piperidin-4-yl)-1,2,4-oxadiazole